O(CCCCCOC1=NC=CC=C1N)C1=NC=CC=C1N 6'-(pentamethylenedioxy)bis(3-aminopyridine)